(S or R)-1-(1-(2-methyl-6-(6-(2,2,2-trifluoroethyl)-2,6-diazaspiro[3.3]heptan-2-yl)pyrimidin-4-yl)-1H-pyrazolo[4,3-c]pyridin-6-yl)spiro[2.2]pentane-1-carbonitrile CC1=NC(=CC(=N1)N1N=CC=2C=NC(=CC21)[C@@]2(CC21CC1)C#N)N1CC2(C1)CN(C2)CC(F)(F)F |o1:16|